methyl-silicon oxide C[Si]=O